tert-butyl (E)-4-(3-(3-amino-2-((4-((2-amino-4-carbamoyl-6-methoxyphenyl)amino)but-2-en-1-yl)amino)-5-carbamoylphenoxy)propyl)piperidine-1-carboxylate NC=1C(=C(OCCCC2CCN(CC2)C(=O)OC(C)(C)C)C=C(C1)C(N)=O)NC\C=C\CNC1=C(C=C(C=C1OC)C(N)=O)N